C(C)OC=CC1=NC=C(N=C1)OC 2-(2-ethoxyvinyl)-5-methoxypyrazine